dimethylvaleric acid anhydride CC(C(=O)OC(C(CCC)(C)C)=O)(CCC)C